3-(3-Bromophenyl)-5-methyl-pyrazol-4-ol BrC=1C=C(C=CC1)C1=NNC(=C1O)C